C(C)(=O)OC=1C=C2C(=NC=NC2=CC1OC)NC1=C(C(=C(C=C1)Cl)Cl)F 4-(3,4-dichloro-2-fluorophenylamino)-7-methoxyquinazolin-6-yl Acetate